C12(CC3CC(CC(C1)C3)C2)CN2C(C(=CC=C2)NC([C@H](CC/C=C/C(=O)OC)NC(=O)C2=CN=CN2C)=O)=O (S,E)-methyl 7-(1-(1-adamantylmethyl)-2-oxo-1,2-dihydropyridin-3-ylamino)-6-(1-methyl-1H-imidazole-5-carboxamido)-7-oxohept-2-enoate